7-chloro-2-(4-methoxyphenyl)[1,2,4]triazolo[1,5-c]quinazolin ClC1=CC=CC=2C=3N(C=NC12)N=C(N3)C3=CC=C(C=C3)OC